F\C(=C/CC1=CC=CC=C1)\C1=C(N(C2=CC=C(C=C12)C)CC(C(=O)N)(C)C)C1=CC=CC=C1 (Z)-3-(3-(1-Fluoro-3-phenylprop-1-en-1-yl)-5-methyl-2-phenyl-1H-indol-1-yl)-2,2-dimethylpropanamide